N1=CC(=CC=C1)C=1N=CN(C1)C(=O)NCCC1(CC1)C(F)(F)F 4-(Pyridin-3-yl)-N-(2-(1-(trifluoromethyl)cyclopropyl)ethyl)-1H-imidazole-1-carboxamide